[N+](=O)([O-])C1=C(NC2=CC=CC=C2)C=CC(=C1)[N+](=O)[O-] 2,4-dinitro-N-phenylaniline